N-[(2S)-4-amino-2-cyclopropyl-4-oxobutan-2-yl]-4-cyclopropyl-3-(2,2,2-trifluoroethoxy)benzamide NC(C[C@@](C)(C1CC1)NC(C1=CC(=C(C=C1)C1CC1)OCC(F)(F)F)=O)=O